C=1(C(=CC(=CC1)C(=O)O)C(=O)O)C=1C(=CC=CC1)C(=O)O 2,4,2'-biphenyltricarboxylic acid